C(C)N1C(C=2N=C(N=CC2C1=O)NC1=NC=C(C(=C1)N[C@H](CO)C1=CC=CC=C1)C=1OC(=NN1)C=1C=NC=CC1)(C)C (S)-6-ethyl-2-((4-((2-hydroxy-1-phenylethyl)amino)-5-(5-(pyridin-3-yl)-1,3,4-oxadiazol-2-yl)pyridin-2-yl)amino)-7,7-dimethyl-6,7-dihydro-5H-pyrrolo[3,4-d]pyrimidin-5-one